N(=[N+]=[N-])CCOCCOCCOCCOCCOC1=CC=C(C2=CC=CC=C12)C1=CC=C(C=C1)[C@H](CC(=O)O)NC(=O)[C@H]1N(CCC1)C(CCCNC1=NC=CC(=C1)C)=O (S)-3-(4-(4-((14-azido-3,6,9,12-tetraoxatetradecyl)oxy)naphthalen-1-yl)phenyl)-3-((S)-1-(4-((4-methylpyridin-2-yl)amino)butanoyl)pyrrolidine-2-carboxamido)propanoic acid